C1(=CC=CC=C1)C#CCC#C[Si](C)(C)C 1-phenyl-5-trimethylsilyl-1,4-pentadiyne